ClC1=C2C=C(N(C2=CC=C1Cl)C)C(=O)NC1(COC1)C1=CC=C(C=C1)C1(CC1)C(=O)O 1-{4-[3-(4,5-dichloro-1-methyl-1H-indole-2-amido)oxetan-3-yl]phenyl}cyclopropane-1-carboxylic acid